2-amino-5-nitrobenzenesulfonic acid sodium salt [Na+].NC1=C(C=C(C=C1)[N+](=O)[O-])S(=O)(=O)[O-]